NC1=C(C(=O)OCOC(N(C)[C@@]2(C(CCCC2)=O)C2=C(C=CC=C2)Cl)=O)C=CC=N1 (R)-(((1-(2-chlorophenyl)-2-oxocyclohexyl)(methyl)carbamoyl)oxy)methyl 2-aminonicotinate